FC=1C(=NC=CC1)CNCC1=NC=C(C=C1)C(F)(F)F 1-(3-fluoropyridin-2-yl)-N-((5-(trifluoromethyl)pyridin-2-yl)methyl)methanamine